4-[(3-acetamidopropyl)amino]butyric acid C(C)(=O)NCCCNCCCC(=O)O